C(C)(C)(C)C=1C=C(C=CC1)C1CC2(CN(C2)C(=O)C2CC(C2)(C)O)C1 (6-(3-(tert-butyl)phenyl)-2-azaspiro[3.3]hept-2-yl)((1s,3s)-3-hydroxy-3-methylcyclobutyl)methanone